1-Cyclopropyl-1H-pyrazole-4-carboxylic acid ethyl ester C(C)OC(=O)C=1C=NN(C1)C1CC1